F[H-]F.[Na+] Natrium bifluorid